4-(4-amino-6-(4-methacrylamido-phenyl)-7-methyl-7H-pyrrolo[2,3-d]pyrimidin-5-yl)-N-(azetidin-3-ylmethyl)benzamide 2,2,2-trifluoroacetate FC(C(=O)O)(F)F.NC=1C2=C(N=CN1)N(C(=C2C2=CC=C(C(=O)NCC1CNC1)C=C2)C2=CC=C(C=C2)NC(C(=C)C)=O)C